2-formyl-3,3-dimethyl-butyronitrile C(=O)C(C#N)C(C)(C)C